BrC=1C=CC(=C(/C=C/C=2OC(=CC(C2)=C(C#N)C#N)\C=C\C2=C(C=CC(=C2)Br)O)C1)O 2-(2,6-bis((E)-5-bromo-2-hydroxystyryl)-4H-pyran-4-ylidene)malononitrile